COC([C@H](C[C@H]1C(NCC1)=O)NC(=O)[C@H]1N(C[C@@H](C1)C(F)(F)F)C(=O)OC(C)(C)C)=O tert-butyl (2S,4R)-2-[[(1S)-2-methoxy-2-oxo-1-[[(3S)-2-oxopyrrolidin-3-yl]methyl] ethyl]carbamoyl]-4-(trifluoromethyl)pyrrolidine-1-carboxylate